3-(4,6-diphenyl-1,3,5-triazin-2-yl)phenylboronic acid pinacol ester C1(=CC=CC=C1)C1=NC(=NC(=N1)C1=CC=CC=C1)C=1C=C(C=CC1)B1OC(C)(C)C(C)(C)O1